icosyl-(eicosyl)phosphoric acid C(CCCCCCCCCCCCCCCCCCC)OP(OCCCCCCCCCCCCCCCCCCCC)(O)=O